O1CCN(CC1)S(=O)(=O)C1=CC=C(CNC(=O)N2C=CC3=CC=CC=C23)C=C1 N-(4-(Morpholinosulfonyl)benzyl)-1H-indole-1-carboxamide